C[Si]12OCC(CO1)(CO2)N 1-methyl-4-amino-2,6,7-trioxa-1-silabicyclo[2.2.2]octane